(R)-N-(3-((3-(dimethylamino)pyrrolidin-1-yl)methyl)-5-(trifluoromethyl)phenyl)-6-(imidazo[1,2-a]pyridine-3-carbonyl)-4,5,6,7-tetrahydrothieno[2,3-c]pyridine-3-carboxamide CN([C@H]1CN(CC1)CC=1C=C(C=C(C1)C(F)(F)F)NC(=O)C1=CSC=2CN(CCC21)C(=O)C2=CN=C1N2C=CC=C1)C